CC(C#N)(C)N1N=CC(=C1)B1OC(C(O1)(C)C)(C)C 2-methyl-2-(4-(4,4,5,5-tetramethyl-1,3,2-dioxaborolan-2-yl)-1H-pyrazol-1-yl)propionitrile